3-chloro-3-cyclopentene-1,1-dicarboxylic acid methyl ester COC(=O)C1(CC(=CC1)Cl)C(=O)O